9,9,10-Trimethyl-9,10-dihydroacridin CC1(C2=CC=CC=C2N(C=2C=CC=CC12)C)C